(R)-3-((R)-2-(6-(aminomethyl)nicotinamido)-2-(3-fluoro-4-phosphonophenyl)acetamido)-2-hydroxy-3,4-dihydro-2H-benzo[e][1,2]oxaborinine-8-carboxylic acid NCC1=NC=C(C(=O)N[C@@H](C(=O)N[C@@H]2B(OC3=C(C2)C=CC=C3C(=O)O)O)C3=CC(=C(C=C3)P(=O)(O)O)F)C=C1